C(C)(=O)O/N=C(\C1=CC(=CC=C1)CC(NS(=O)(=O)C1=CC(=CC=C1)NC(CN(C)C(=O)OC(C)(C)C)=O)C=1SC2=C(N1)C=CC=C2)/N [(E)-[amino-[3-[2-(1,3-benzothiazol-2-yl)-2-[[3-[[2-[tert-butoxycarbonyl(methyl)amino]acetyl]amino]phenyl]sulfonylamino]ethyl]phenyl]methylene]amino] acetate